N[C@@H]1C[C@@H]([C@@H](C1)NC(OC(C)(C)C)=O)OCOC tert-butyl [(1R,2S,4S)-4-amino-2-(methoxymethoxy)cyclopentyl]carbamate